CC1=C(C(=NO1)C1=CC=CC=C1)C1=CC=C(C=C1)S(=O)(=O)NC(CCC)=O N-((4-(5-methyl-3-phenylisoxazol-4-yl)phenyl)sulfonyl)butanamide